(S)-1,2-dimethyl-4-(2-methyl-4-nitrobenzyl)piperazine CN1[C@H](CN(CC1)CC1=C(C=C(C=C1)[N+](=O)[O-])C)C